COC=1C=C(C=O)C=CC1OCOC 3-methoxy-4-(methoxymethoxy)benzaldehyde